N-(1-methoxy-4-(methylsulfonyl)but-3-en-2-yl)-2-(perfluoroethyl)-4-phenoxypyrimidine-5-carboxamide COCC(C=CS(=O)(=O)C)NC(=O)C=1C(=NC(=NC1)C(C(F)(F)F)(F)F)OC1=CC=CC=C1